3,5-dichloro-N-(3-(cyclopropylmethyl)-4-oxo-3,4-dihydroquinazolin-5-yl)-4-hydroxybenzamide ClC=1C=C(C(=O)NC2=C3C(N(C=NC3=CC=C2)CC2CC2)=O)C=C(C1O)Cl